COC=1N=C(C(=NC1C1=CC=CC=C1)C(=O)N)NC1=CC=C(C=C1)N1CCC(CC1)N1CCN(CC1)C 5-methoxy-3-((4-(4-(4-methylpiperazin-1-yl)piperidin-1-yl)phenyl)amino)-6-phenylpyrazine-2-carboxamide